1-bromomethyl-2-fluoro-4-nitro-benzene BrCC1=C(C=C(C=C1)[N+](=O)[O-])F